BrC=1C=CC2=C(N=C(O2)C2CCN(CC2)CC(=O)O)C1 2-(4-(5-bromobenzo[d]oxazol-2-yl)piperidin-1-yl)acetic acid